(3-(3-chloro-5-(trifluoromethyl)pyridin-2-yl)-2-oxo-2,3-dihydrobenzothiazol-5-yloxy)acetic acid methyl ester COC(COC=1C=CC2=C(N(C(S2)=O)C2=NC=C(C=C2Cl)C(F)(F)F)C1)=O